hydroxypropyl-trimethyl-phosphonium OCCC[P+](C)(C)C